(R)-4-(4-fluorophenyl)-7-methyl-5-((1-oxo-1-(piperidin-1-yl)propan-2-yl)oxy)-2H-chromen-2-one FC1=CC=C(C=C1)C1=CC(OC2=CC(=CC(=C12)O[C@@H](C(N1CCCCC1)=O)C)C)=O